(7-(2-(4-(6-fluorobenzo[b]thiophen-4-yl)piperazin-1-yl)ethyl)-2-oxo-3,4-dihydroquinolin-1(2H)-yl)methyl 2-methoxyacetate COCC(=O)OCN1C(CCC2=CC=C(C=C12)CCN1CCN(CC1)C1=CC(=CC=2SC=CC21)F)=O